(R)-2-methyl-N-[(5S)-1'-[6-methyl-7-(1-methyl-2-oxo-3-pyridinyl)pyrazolo[1,5-a]pyrazin-4-yl]spiro[5,7-dihydro-cyclopenta[b]pyridin-6,4'-piperidin]-5-yl]propane-2-sulfinamide CC(C)(C)[S@@](=O)N[C@@H]1C=2C(=NC=CC2)CC12CCN(CC2)C=2C=1N(C(=C(N2)C)C=2C(N(C=CC2)C)=O)N=CC1